2,2-difluoro-N-methoxy-N-methylcyclopropane-1-carboxamide FC1(C(C1)C(=O)N(C)OC)F